CN1C2=C(OCC1)C=CC(=C2)S(=O)(=O)Cl 4-methyl-3,4-dihydro-2H-benzo[b][1,4]Oxazine-6-sulfonyl chloride